NC=1C2=C(N=CN1)N(C=C2C=2C=C(CNS(=O)(=O)C)C=CC2)[C@@H]2C[C@@H](C2)C=O N-(3-(4-amino-7-(cis-3-formylcyclobutyl)-7H-pyrrolo[2,3-d]pyrimidin-5-yl)benzyl)methanesulfonamide